BrC1=C(C=C2C(=C(N=NC2=C1)[N+](=O)[O-])C1CC1)Cl 7-bromo-6-chloro-4-cyclopropyl-3-nitrocinnoline